3-chloro-5-(imidazo[1,2-a]pyridin-6-yl)-2-methylpyrazolo[1,5-a]pyrimidine-6-carbaldehyde ClC=1C(=NN2C1N=C(C(=C2)C=O)C=2C=CC=1N(C2)C=CN1)C